3-(6-amino-2-fluoro-8-((5-iodo-2,3-dihydrobenzofuran-6-yl)methyl)-9H-purin-9-yl)propane-1-sulfonamide NC1=C2N=C(N(C2=NC(=N1)F)CCCS(=O)(=O)N)CC1=CC2=C(CCO2)C=C1I